BrC1=CC=C(C=C1)NN=C1C(=NN(C1=O)C(C1=CC=C(C=C1)OC)=O)C 4-(2-(4-bromophenyl)hydrazono)-1-(4-methoxybenzoyl)-3-methyl-1H-pyrazol-5(4H)-one